(R)-6-(4-(2-((tetrahydro-2H-pyran-4-yl)methoxy)phenyl)piperidin-1-yl)-2-azaspiro[3.4]octane O1CCC(CC1)COC1=C(C=CC=C1)C1CCN(CC1)[C@H]1CC2(CNC2)CC1